FC(C1=CN=C2N1C=C(C=C2F)C=2C=CN1N=C(N=C(C12)OC)N[C@H]1C(CN(CC1)C(C)=O)(F)F)F (R)-1-(4-((5-(3-(Difluoromethyl)-8-fluoroimidazo[1,2-a]pyridin-6-yl)-4-methoxypyrrolo[2,1-f][1,2,4]triazin-2-yl)amino)-3,3-difluoropiperidin-1-yl)ethan-1-one